cyclopentan-4-one C1CCC(C1)=O